4-(difluoromethyl)-5-[4-[(3R)-3-(methoxymethyl)morpholin-4-yl]-6-[(3R)-3-methylmorpholin-4-yl]-1,3,5-triazin-2-yl]pyridin-2-amine FC(C1=CC(=NC=C1C1=NC(=NC(=N1)N1[C@@H](COCC1)COC)N1[C@@H](COCC1)C)N)F